methyl 2-((4-(6-((4-cyano-2-fluorobenzyl)oxy)pyridin-2-yl)piperidin-1-yl)methyl)-4,5-difluoro-1H-benzo[d]imidazole-6-carboxylate C(#N)C1=CC(=C(COC2=CC=CC(=N2)C2CCN(CC2)CC2=NC3=C(N2)C=C(C(=C3F)F)C(=O)OC)C=C1)F